(R)-TERT-BUTYL 3-METHYL-1-OXOBUTAN-2-YLCARBAMATE CC([C@H](C=O)NC(OC(C)(C)C)=O)C